C(#N)C(C)(C)C1=CC=2N(C=C1)C(=CN2)C2=CC(=C(C(=O)O)C(=C2)OC)OC 4-[7-(1-cyano-1-methyl-ethyl)imidazo[1,2-a]pyridin-3-yl]-2,6-dimethoxy-benzoic acid